4-hydrazinyl-1-phenyl-1H-imidazole HCl salt Cl.N(N)C=1N=CN(C1)C1=CC=CC=C1